6-chloro-3-(3-(4-(4,4,5,5-tetramethyl-1,3,2-dioxaborolan-2-yl)phenyl)-1,2,4-oxadiazol-5-yl)-2H-chromen-2-one ClC=1C=C2C=C(C(OC2=CC1)=O)C1=NC(=NO1)C1=CC=C(C=C1)B1OC(C(O1)(C)C)(C)C